(R)-2-(3'-(2-cyclopropyl-7-((3-hydroxypyrrolidin-1-yl)methyl)pyrido[3,2-d]pyrimidin-4-ylamino)-2,2'-dimethylbiphenyl-3-yl)-5-formylbenzo[d]oxazole-7-carbonitrile C1(CC1)C=1N=C(C2=C(N1)C=C(C=N2)CN2C[C@@H](CC2)O)NC=2C(=C(C=CC2)C2=C(C(=CC=C2)C=2OC1=C(N2)C=C(C=C1C#N)C=O)C)C